NC1=C2C(=NC=N1)N(N=C2C2=CC=C(C=C2)OC2=CC=CC=C2)C2CCC(CC2)(O)C (1s,4s)-4-(4-amino-3-(4-phenoxyphenyl)-1H-PYrazolo[3,4-d]pyrimidin-1-yl)-1-methylcyclohexane-1-ol